lithium dipropionate C(CC)(=O)[O-].C(CC)(=O)[O-].[Li+].[Li+]